N-(2-hydroxyethyl)-2-isopropyl-2,3-dimethylbutanamide OCCNC(C(C(C)C)(C)C(C)C)=O